2'-(6-bromohexanoyl)-2',3'-dihydro-4'H-spiro[cyclohexane-1,1'-isoquinoline] BrCCCCCC(=O)N1C2(C3=CC=CC=C3CC1)CCCCC2